2-(Vinylsulfonyl)octahydropyrrolo[3,4-c]pyrrole C(=C)S(=O)(=O)N1CC2CNCC2C1